O[C@H]1C[C@@](N(C1)C(=O)C1=CC(=C2N1CCC1=CC(=C(C=C21)C=2N=NN(N2)C)OC)CC(C)C)(C(=O)N)C (2R,4S)-4-hydroxy-1-(1-isobutyl-8-methoxy-9-(2-methyl-2H-tetrazol-5-yl)-5,6-dihydropyrrolo[2,1-a]isoquinoline-3-carbonyl)-2-methylpyrrolidine-2-carboxamide